ClC=1C=NC(=C2C(C=C(N(C12)C1=C(C=C(C=C1Cl)C#CCN(C)C)Cl)C)=O)OCC1OC(OC1)(C)C 8-chloro-1-(2,6-dichloro-4-(3-(dimethylamino)prop-1-yn-1-yl)phenyl)-5-((2,2-dimethyl-1,3-dioxolan-4-yl)methoxy)-2-methyl-1,6-naphthyridin-4(1H)-one